C[C@]12CC(CC(CC1)(N2)C)N(C=2SC=1N=C(N=CC1N2)C=2C=C(C=1N(C2)C=C(N1)C)C#N)C 6-(2-{[(1R)-1,5-Dimethyl-8-azabicyclo[3.2.1]oct-3-yl](methyl)amino}[1,3]thiazolo[5,4-d]pyrimidin-5-yl)-2-methylimidazo[1,2-a]pyridin-8-carbonitril